CC(C(CCCCCCC)O)O 2,3-Decandiol